(R)-2-((1-(2-(3,3-difluoropyrrolidin-1-yl)-3,7-dimethyl-4-oxo-4H-pyrido[1,2-a]pyrimidin-9-yl)ethyl)amino)benzoic acid FC1(CN(CC1)C=1N=C2N(C(C1C)=O)C=C(C=C2[C@@H](C)NC2=C(C(=O)O)C=CC=C2)C)F